2,2-dimethoxy-ethanol COC(CO)OC